tert-butyl 3,8-diazabicyclo[3.2.1]-octane-3-carboxylate C12CN(CC(CC1)N2)C(=O)OC(C)(C)C